FC(C1=NN=C(O1)C1=CC(=NC=C1)N1N=CC=C1CC1=CC(=CC=C1)F)F 4-[5-(difluoromethyl)-1,3,4-oxadiazol-2-yl]-2-{5-[(3-fluorophenyl)methyl]-1H-pyrazol-1-yl}pyridine